C1(=CC=CC=C1)NC1=NC=NC2=CC=C(C=C12)C(C(=O)N)=C (4-Phenylamino-Quinazolin-6-Yl)-Acrylamide